COC(=O)C1CC2(C1)CC(C2)N 6-aminospiro[3.3]heptane-2-carboxylic acid methyl ester